1,3-dimethyl-1H-pyrazolol CN1NC(C=C1)(O)C